ClC=1C=C(C=C(C1OCCCCl)Cl)C(C)(C)C1=CC=C(OCC=2OC(=NN2)S(=O)(=O)C)C=C1 2-((4-(2-(3,5-dichloro-4-(3-chloropropoxy)phenyl)propan-2-yl)phenoxy)methyl)-5-(methylsulfonyl)-1,3,4-oxadiazole